CC1=C(N=CO1)C(=O)O 5-methyl-1,3-oxazole-4-carboxylic acid